(2S,3S,4R,5R)-2-((1R)-6-chloro-4-hydroxyisochroman-1-yl)-5-(4-methyl-7H-pyrrolo[2,3-d]pyrimidin-7-yl)tetrahydrofuran-3,4-diol ClC=1C=C2C(CO[C@H](C2=CC1)[C@H]1O[C@H]([C@@H]([C@@H]1O)O)N1C=CC2=C1N=CN=C2C)O